CC1(OB(OC1(C)C)C1=CC=2N(C=C1)C=C(N2)CO)C (7-(4,4,5,5-tetramethyl-1,3,2-dioxaborolan-2-yl)imidazo[1,2-a]pyridin-2-yl)methanol